4-(2-fluoro-4-(1-(Tetrahydro-2H-pyran-2-yl)-1H-pyrazol-4-yl)phenyl)piperidine-1-carboxylic acid tert-butyl ester C(C)(C)(C)OC(=O)N1CCC(CC1)C1=C(C=C(C=C1)C=1C=NN(C1)C1OCCCC1)F